Hydroxy-butadiene OC=CC=C